ClC1=CC(=CC=2CN(CCOC21)CC2=CC(OC=C2)=O)N2C=CC1=CC(=CC=C21)F 4-{[9-chloro-7-(5-fluoroindol-1-yl)-3,5-dihydro-2H-1,4-benzoxazepin-4-yl]methyl}pyran-2-one